3-nitro-2-(piperazin-1-yl)-N-(tetrahydro-2H-pyran-4-yl)pyridin-4-amine [N+](=O)([O-])C=1C(=NC=CC1NC1CCOCC1)N1CCNCC1